1,1',1''-(1,3,5-triazin-1,3,5-triyl)triprop-2-en-1-one N1(CN(CN(C1)C(C=C)=O)C(C=C)=O)C(C=C)=O